tert-butyl (Z)-(2-(((2-(tert-butyl)-3-oxo-2,3-dihydrobenzo[d]isoxazol-6-yl)oxy)methyl)-3-fluoroallyl)carbamate C(C)(C)(C)N1OC2=C(C1=O)C=CC(=C2)OC\C(\CNC(OC(C)(C)C)=O)=C/F